3',5'-di-tert-butyl-N-(3-(3,6-di-tert-butyl-9H-carbazol-9-yl)phenyl)-[1,1'-biphenyl]-2-amine C(C)(C)(C)C=1C=C(C=C(C1)C(C)(C)C)C=1C(=CC=CC1)NC1=CC(=CC=C1)N1C2=CC=C(C=C2C=2C=C(C=CC12)C(C)(C)C)C(C)(C)C